ClC1=CC=C(C(=N1)C(=O)OC)N[C@H](C)C=1C=C(C=C2C(N(C(=NC12)C1(CC1)F)C)=O)C methyl (R)-6-chloro-3-((1-(2-(1-fluorocyclopropyl)-3,6-dimethyl-4-oxo-3,4-dihydroquinazolin-8-yl)ethyl)amino)picolinate